4-(2,6-bis(bis(2-methoxyethyl)amino)-8-(6,7-dihydropyrazolo[1,5-a]pyrazin-5(4H)-yl)pyrimido[5,4-d]pyrimidin-4-yl)-1-methylpiperazin-2-one COCCN(C=1N=C(C2=C(N1)C(=NC(=N2)N(CCOC)CCOC)N2CC=1N(CC2)N=CC1)N1CC(N(CC1)C)=O)CCOC